ClC1=C(C(=CC(=C1)[N+](=O)[O-])[N+](=O)[O-])C 1-chloro-2-methyl-3,5-dinitrobenzene